BrCCCCOC=1C=C2C=CC(NC2=CC1)=O 6-(4-bromobutoxy)-2(1H)-quinolinone